6-pentyl-N-phenylnaphthalene-2-amine C(CCCC)C=1C=C2C=CC(=CC2=CC1)NC1=CC=CC=C1